COC1=CC=C(CN(C2=CC(=C(C(=N2)C2=C(C=C3C(=NC(=NC3=C2F)F)N2[C@H](CN(CC2)C(=O)OC(C)(C)C)C)Cl)C(F)(F)F)C)CC2=CC=C(C=C2)OC)C=C1 tertbutyl (3S)-4-(7-(6-(bis(4-methoxybenzyl)amino)-4-methyl-3-(trifluoromethyl)pyridin-2-yl)-6-chloro-2,8-difluoroquinazolin-4-yl)-3-methylpiperazine-1-carboxylate